2-Chloro-N-[1-(2,6-dimethylpyridin-4-yl)-1H-indazol-4-yl]-5-{[(methoxyacetyl)amino]methyl}benzamide ClC1=C(C(=O)NC2=C3C=NN(C3=CC=C2)C2=CC(=NC(=C2)C)C)C=C(C=C1)CNC(COC)=O